tetraglycerol monostearate C(CCCCCCCCCCCCCCCCC)(=O)O.OCC(O)CO.OCC(O)CO.OCC(O)CO.OCC(O)CO